C(C1=CC(OC)=C(O)C=C1)NC(CCCCCCCCC)=O N-vanillyl-decanamide